2,6-dichloronicotinate ClC1=C(C(=O)[O-])C=CC(=N1)Cl